FC=1C=C(C=CC1F)N1C(CC(CC12CCNCC2)O)=O 1-(3,4-difluorophenyl)-4-hydroxy-1,9-diazaspiro[5.5]undecan-2-one